4-{2-[(4-bromothiophen-3-yloxy)methyl]benzyl}morpholine BrC=1C(=CSC1)OCC1=C(CN2CCOCC2)C=CC=C1